2-oxo-5-(thiazol-4-yl)-2H-[1,3'-bipyridine]-3-carboxamide O=C1N(C=C(C=C1C(=O)N)C=1N=CSC1)C=1C=NC=CC1